N1(N=NC=C1)C1=CC=C(N=N1)CN1C(C(N(C=C1)C1CC2CC2C1)=O)=O 1-((6-(1H-1,2,3-triazol-1-yl)pyridazin-3-yl)methyl)-4-((cis)-bicyclo[3.1.0]hexan-3-yl)-1,4-dihydropyrazine-2,3-dione